CN(C1=CC=C(C=C1)C(C=CC1=CC(=C(C=C1)O)OCC)=O)C 1-[4-(Dimethylamino)phenyl]-3-(3-ethoxy-4-hydroxyphenyl)prop-2-en-1-one